O1COC2=C1C=CC(=C2)[C@H]2[C@](C[C@@H]1N2C([C@H](N(C1=O)CCCC)C)=O)(C#N)C |r| Rac-(3r,6s,7s,8as)-6-(benzo[d][1,3]dioxol-5-yl)-2-butyl-3,7-dimethyl-1,4-dioxo-octahydropyrrolo[1,2-a]pyrazine-7-carbonitrile